C(C1=CC=CC=C1)SC1=C(C=CC(=C1)[N+](=O)[O-])C=1OC(=NN1)C 2-[2-(Benzylthio)-4-nitrophenyl]-5-methyl-1,3,4-oxadiazole